CNC(=O)C1=NC(=CC(=C1)C(=O)N[C@@H]1[C@H](C1)C)C(C)C1=NC=CC=C1 N2-methyl-N4-((1S,2S)-2-methylcyclopropyl)-6-(1-(pyridin-2-yl)ethyl)pyridine-2,4-dicarboxamide